C(C)[C@@H](C(=O)O)C(CCl)O ethyl-(R)-4-chloro-3-hydroxybutyric acid